Diazaspiro[4.4]nonan N1NCCC12CCCC2